ClC=1C=C(C=CC1Cl)C=1N=C(NC1C)C1=CC(=C(C=C1)OC)OC 4-(3,4-Dichlorophenyl)-2-(3,4-dimethoxyphenyl)-5-methylimidazole